O[C@H]1C[C@@H]2CC[C@H]3[C@@H]4C[C@H]([C@H](C(CN5CCN(CC5)C5=NC(=NC(=C5)N5CCCC5)N5CCCC5)=O)[C@]4(CC[C@@H]3[C@]2(CC1)C)C)C 3α-hydroxy-16α-methyl-21-[4-[2,6-bis(1-pyrrolidinyl)-4-pyrimidinyl]-1-piperazinyl]-5α-pregnan-20-one